trans-4-hydroxy-N-((trans-4-(4-methoxy-3-methylphenyl)cyclohexyl)methyl)-N-(3-(2-methoxythiazol-5-yl)phenyl)cyclohexanecarboxamide O[C@@H]1CC[C@H](CC1)C(=O)N(C1=CC(=CC=C1)C1=CN=C(S1)OC)C[C@@H]1CC[C@H](CC1)C1=CC(=C(C=C1)OC)C